(3R,4S)-4-phenyl-N-[4-(pyridin-3-yl)phenyl]Pyrrolidine-3-carboxamide C1(=CC=CC=C1)[C@@H]1[C@H](CNC1)C(=O)NC1=CC=C(C=C1)C=1C=NC=CC1